ClCC1=NN(C=C1F)C1OCCCC1 3-(chloromethyl)-4-fluoro-1-(tetrahydro-2H-pyran-2-yl)-1H-pyrazole